C1(CCCCC1)P(C1=CC(=CC=C1)OC(F)(F)F)C1CCCCC1 dicyclohexyl-(3-trifluoromethoxyphenyl)phosphine